[N+](=O)([O-])C(=CC1=CC=C(C(=O)OC)C=C1)C methyl 4-(2-nitroprop-1-en-1-yl)benzoate